Cl.C[C@@H]1NCCCC1 (S)-2-methylpiperidine hydrochloride